4-((4-(3-(cyclohexylamino)propyl)benzyl)thio)-2-(2,6-dioxopiperidin-3-yl)isoindoline-1,3-dione C1(CCCCC1)NCCCC1=CC=C(CSC2=C3C(N(C(C3=CC=C2)=O)C2C(NC(CC2)=O)=O)=O)C=C1